ethyl (4S)-7-chloro-6-(3-fluoro-2-pyridyl)-4-methyl-8-(trifluoromethyl)-4H-[1,2,4]triazolo[1,5-a][1,4]benzodiazepine-2-carboxylate ClC1=C(C=CC2=C1C(=N[C@H](C=1N2N=C(N1)C(=O)OCC)C)C1=NC=CC=C1F)C(F)(F)F